[Ce].[Ga].[In] Indium gallium cerium